Ethyl-5-(1,2,3,4-tetrahydroquinolin-8-yl)pyridin-2-amine C(C)C=1C(=NC=C(C1)C=1C=CC=C2CCCNC12)N